ClC1=CC=C(C=C1)C1=NN(CCC1C1=CC=CC=C1)C(=O)NS(=O)(=O)C1=CC=C(C=C1)C(F)(F)F 3-(4-chlorophenyl)-4-phenyl-N-((4-(trifluoromethyl)phenyl)sulfonyl)-5,6-dihydropyridazine-1(4H)-carboxamide